2-(4-(2,4-difluorophenoxy)piperidin-1-yl)-5-(morpholinosulfonyl)pyridin-3-amine FC1=C(OC2CCN(CC2)C2=NC=C(C=C2N)S(=O)(=O)N2CCOCC2)C=CC(=C1)F